N,N-dimethyltrifluoromethyl-sulfonamide CN(S(=O)(=O)C(F)(F)F)C